(E)-(3-(3-(naphthalen-2-yl)-1-phenyl-1H-pyrazol-4-yl)acryloyl)-L-histidine C1=C(C=CC2=CC=CC=C12)C1=NN(C=C1/C=C/C(=O)N[C@@H](CC1=CNC=N1)C(=O)O)C1=CC=CC=C1